adenosine triphosphate oxygen [O+2].P([O-])(=O)(OP(=O)([O-])OP(=O)([O-])[O-])OC[C@@H]1[C@H]([C@H]([C@@H](O1)N1C=NC=2C(N)=NC=NC12)O)O.[O+2]